3-methylchlorothiocyclohexane CC1CC(CCC1)SCl